5-{2-acetamidoimidazo[1,2-b]pyridazin-6-yl}-2-methoxy-N-{1-[3-(trifluoro-methoxy)phenyl]ethyl}pyridine-3-carboxamide C(C)(=O)NC=1N=C2N(N=C(C=C2)C=2C=C(C(=NC2)OC)C(=O)NC(C)C2=CC(=CC=C2)OC(F)(F)F)C1